3-chloro-N-(2,4-difluoro-3-(3-morpholinoquinoxaline-6-carbonyl)phenyl)-4-(trifluoromethyl)benzamide ClC=1C=C(C(=O)NC2=C(C(=C(C=C2)F)C(=O)C=2C=C3N=C(C=NC3=CC2)N2CCOCC2)F)C=CC1C(F)(F)F